C(CCC)C=1N(C(=NC1)C)C butyl-2,3-dimethylimidazole